4-(2-(2-chloro-5-(trifluoromethyl)benzylidene)hydrazino)benzoic acid ClC1=C(C=NNC2=CC=C(C(=O)O)C=C2)C=C(C=C1)C(F)(F)F